4-(1-methyl-6-((5-methylthiazol-2-yl)amino)-1H-Pyrrolo[3,2-c]pyridin-4-yl)-3,6-dihydropyridine CN1C=CC=2C(=NC(=CC21)NC=2SC(=CN2)C)C=2CC=NCC2